OCCNS(=O)(=O)C1=C(C=C(C=C1)C=1N=NN(N1)CC1OCCCC1)C N-(2-hydroxyethyl)-2-methyl-4-(2-((tetrahydro-2H-pyran-2-yl)methyl)-2H-tetrazol-5-yl)benzenesulfonamide